2-((4-((3R,4S)-3-(aminomethyl)-4-fluoropyrrolidin-1-yl)pyrimidin-5-yl)oxy)-N-ethyl-5-Fluoro-N-isopropylbenzamide NC[C@@H]1CN(C[C@H]1F)C1=NC=NC=C1OC1=C(C(=O)N(C(C)C)CC)C=C(C=C1)F